(S)-3-(4-(2,4-difluorophenyl)thiophen-2-yl)-3-(3-(4-hydroxy-1-methyl-2-oxo-1,2-dihydropyridin-3-yl)ureido)propanoic acid FC1=C(C=CC(=C1)F)C=1C=C(SC1)[C@H](CC(=O)O)NC(=O)NC=1C(N(C=CC1O)C)=O